N(=[N+]=[N-])C(C(=O)NC1=NC=CC=C1C)(C)C1=CC2=CC=C(C=C2C=C1)OC 2-azido-2-(6-methoxynaphthalen-2-yl)-N-(3-methylpyridin-2-yl)propionamide